1-([1,1'-biphenyl]-4-yl)-2-allyldisulfane C1(=CC=C(C=C1)SSCC=C)C1=CC=CC=C1